CC1CCCCCCCCCCCCCCC(O1)=O 17-methyloxacycloheptadecan-2-one